2,2-dimethyl-4-ethyloctane CC(C)(CC(CCCC)CC)C